C(N)(OC(C1=CC=C(C=C1)C=1SC=C(N1)C(F)(F)F)C(C)(C)C)=O (tert-butyl 4-(4-(trifluoromethyl) thiazol-2-yl) benzyl) carbamate